C1(CC1)S(=O)(=O)NC=1SC=C(N1)C(C(=O)NC1=CC=C(C=C1)C1=NC(=CN=C1)OCC)NC(CCOCCNC(OC(C)(C)C)=O)=O tert-butyl 2-(3-(1-(2-(cyclopropanesulfonamido)thiazol-4-yl)-2-(4-(6-ethoxypyrazin-2-yl)phenylamino)-2-oxoethylamino)-3-oxopropoxy)ethylcarbamate